(1R,5S,8s)-3-(5-(6-(3-cyanopyrrolo[1,2-b]pyridazin-7-yl)-4-((3-methyloxetan-3-yl)amino)pyridin-3-yl)-1,3,4-thiadiazol-2-yl)-3-azabicyclo[3.2.1]octan C(#N)C1=CC=2N(N=C1)C(=CC2)C2=CC(=C(C=N2)C2=NN=C(S2)N2C[C@@H]1CC[C@H](C2)C1)NC1(COC1)C